FC1=C(C(=C(C(=C1[B-](C1=C(C(=C(C(=C1F)F)F)F)F)(C1=C(C(=C(C(=C1F)F)F)F)F)C1=C(C(=C(C(=C1F)F)F)F)F)F)F)F)F.C(CCCCCCCCCCCCCCC)[NH+](C)C hexaDecyldimethylammonium tetrakis(pentafluorophenyl)borate